CC1=NN(C(=C1CCC(=O)N1CC(CC1)(C)C)C)C=1C=CC=2N(N1)C(=NN2)C 3-(3,5-dimethyl-1-(3-methyl-[1,2,4]triazolo[4,3-b]pyridazin-6-yl)-1H-pyrazol-4-yl)-1-(3,3-dimethylpyrrolidin-1-yl)propan-1-one